(4-fluoro-4-methyl-cyclohexyl)methanol FC1(CCC(CC1)CO)C